ClC1=C(C(=CC(=C1)C#N)F)NC=1N(C2=NC(=NC=C2N1)N[C@H]1CN(CCC1)C1=CC=CC=C1)C1CCC(CC1)C(=O)N (1S,4s)-4-(8-(2-chloro-4-cyano-6-fluorophenylamino)-2-((R)-1-phenylpiperidin-3-ylamino)-9H-purin-9-yl)cyclohexanecarboxamide